(7R,14R)-11-((3-((tert-butyldimethylsilyl)oxy)cyclobutyl)ethynyl)-1-(difluoromethoxy)-6-(methyl-d3)-6,7-dihydro-7,14-methanobenzo[f]benzo[4,5]imidazo[1,2-a][1,4]diazocin-5(14H)-one [Si](C)(C)(C(C)(C)C)OC1CC(C1)C#CC1=CC2=C(N=C3N2[C@H]2C4=C(C(N([C@@H]3C2)C([2H])([2H])[2H])=O)C=CC=C4OC(F)F)C=C1